C(CC(O)(C(=O)O)CC(=O)O)(=O)O.C(CCCCCCC\C=C/CCCCCCCC)(=O)OCC(O)CO glyceryl oleate citrate